((s)-(4-isopropylphenyl)(phenyl)methyl)cyclopentane-1-carboxamide hydrochloride salt Cl.C(C)(C)C1=CC=C(C=C1)[C@H](C1=CC=CC=C1)C1(CCCC1)C(=O)N